COC1=NC=C(C=C1NS(=O)(=O)C)Br N-(2-methoxy-5-bromopyridin-3-yl)methanesulfonamide